Octadecyldimethyl-[3-(methyldiethoxysilyl)propyl]ammonium chloride [Cl-].C(CCCCCCCCCCCCCCCCC)[N+](CCC[Si](OCC)(OCC)C)(C)C